2-(1-((2,6-diisopropyl-4-methylphenyl)amino)ethyl)-6,6-dimethyl-6,7-dihydro-5H-cyclopentapyridin-7-ol C(C)(C)C1=C(C(=CC(=C1)C)C(C)C)NC(C)C1=NC2=C(C=C1)CC(C2O)(C)C